1H-1,2,4-Triazole-1-propanamide N1(N=CN=C1)CCC(=O)N